C(#N)C=1SC(=CN1)COC1=CC=CC(=N1)C1=CC(=C(CC2=NC3=C(N2C[C@H]2OCC2)C=C(C=C3)C(=O)OC)C=C1F)F Methyl (S)-2-(4-(6-((2-cyanothiazol-5-yl)methoxy)pyridin-2-yl)-2,5-difluorobenzyl)-1-(oxetan-2-ylmethyl)-1H-benzo[d]imidazole-6-carboxylate